NC1=C(C(=C(C#N)C=C1C1CC1)F)C(=C)C 4-amino-5-cyclopropyl-2-fluoro-3-(prop-1-en-2-yl)benzonitrile